CC1=NC=CC=C1S(=O)(=O)Cl methylpyridine-3-sulfonyl chloride